(R or S)-7-(((6-chloro-[1,3]dioxolo[4,5-b]pyridin-7-yl)oxy)methyl)-2-(1-cyclopropyl-2-hydroxy-2-methylpropyl)isoindolin-1-one ClC=1C(=C2C(=NC1)OCO2)OCC=2C=CC=C1CN(C(C21)=O)[C@@H](C(C)(C)O)C2CC2 |o1:22|